FC=1C=C(C=C(C1)F)C1=NC=CC(=C1C(F)(F)F)CC=O 2-[2-(3,5-difluorophenyl)-3-(trifluoromethyl)pyridin-4-yl]acetaldehyde